OC1=C2OC=3C(=C(C(=C(C3C(C2=CC=C1)=O)O)O)O)O Pentahydroxyxanthone